2-([1,1':4',1'':4'',1'''-quaterphenyl]-2''-yl)-6,11-diiodo-1,4,8-triphenyltriphenylene C1(=CC=CC=C1)C1=CC=C(C=C1)C1=C(C=C(C=C1)C1=CC=CC=C1)C1=C(C=2C3=CC(=CC=C3C3=C(C=C(C=C3C2C(=C1)C1=CC=CC=C1)I)C1=CC=CC=C1)I)C1=CC=CC=C1